N-(3-amino-1-(2-(azetidin-1-yl)ethyl)-7-chloro-4-(2-chloro-5-fluorophenoxy)-1H-indazol-5-yl)-3-fluoro-5-(trifluoromethyl)benzamide NC1=NN(C2=C(C=C(C(=C12)OC1=C(C=CC(=C1)F)Cl)NC(C1=CC(=CC(=C1)C(F)(F)F)F)=O)Cl)CCN1CCC1